S(SC[C@@H](C(=O)O)NC(C)=O)C[C@@H](C(=O)O)NC(C)=O (2R,2'R)-3,3'-disulfanediylbis[2-(acetylamino)propanoic acid]